dimethyl 5-(trifluoromethyl)pyrazolo[1,5-a]pyridine-2,3-dicarboxylate FC(C1=CC=2N(C=C1)N=C(C2C(=O)OC)C(=O)OC)(F)F